BrCC=1C=NC(=NC1)C(F)(F)F 5-(bromomethyl)-2-(trifluoromethyl)pyrimidine